2-Ethylhexyl Nitrate [N+](=O)(OCC(CCCC)CC)[O-]